FC(C=CCCCCCCCC1CCC(CC1)C1=CC=CC=C1)(F)F (4-(10,10,10-trifluoro-dec-8-en-1-yl)cyclohexyl)benzene